FC=1C=C(C=C(C1)F)CC(CC1=CC=C(C=C1)F)(C)NC([C@@H](C)NC(OC(C)(C)C)=O)=O tert-butyl ((2R)-1-((1-(3,5-difluorophenyl)-3-(4-fluorophenyl)-2-methylpropan-2-yl)amino)-1-oxopropan-2-yl)carbamate